NC(C#N)C=1C=NN2C1C(=CC(=C2)C2CC2)Br 2-amino-2-(4-bromo-6-cyclopropyl-pyrazolo[1,5-a]pyridin-3-yl)acetonitrile